BrC1=C(C=CC=C1)C1N(CCNC1=O)C(=O)OC(C)(C)C tert-butyl 2-(2-bromophenyl)-3-oxopiperazine-1-carboxylate